ClC1=NC2=CC=CC=C2C(=C1[N+](=O)[O-])NCC1=CC(=CC=C1)CN1CCCC1 2-chloro-3-nitro-N-(3-(pyrrolidin-1-ylmethyl)benzyl)quinolin-4-amine